FC=1C=C(C(=NC1OC)OC)N 5-Fluoro-2,6-dimethoxypyridin-3-amine